6-(piperazin-1-yl)pyridine-3-carbonitrile hydrochloride Cl.N1(CCNCC1)C1=CC=C(C=N1)C#N